COC([C@@H](NC(CCCCCCC\C=C/CCCCCCCC)=O)CC1=CC=CC=C1)=O N-oleoyl-phenylalanine methyl ester